1-isocyanato-2-(2-isocyanatoethyl-1-yl)cyclohexane N(=C=O)C1C(CCCC1)=CCN=C=O